FC1(CN(CCC1NC1=CC=CC2=C1S(C=C2CC(F)(F)F)=O)C)F 7-((3,3-difluoro-1-methylpiperidin-4-yl)amino)-1-oxido-3-(2,2,2-trifluoroethyl)benzo[b]thiophen